ClC1=C(C=C(CC2=CC(=C(C=C2C)N=CN(C)CC)C)C=C1)OC(F)(F)F N'-(4-(4-chloro-3-(trifluoromethoxy)benzyl)-2,5-dimethylphenyl)-N-ethyl-N-methylformimidamide